ClC=1C=C(C(=NC1)C1=CC=C(C=N1)CN)OC=1N(N=C(C1)C1=NC=CC=C1)C [6-[5-chloro-3-(2-methyl-5-pyridin-2-ylpyrazol-3-yl)oxypyridin-2-yl]pyridin-3-yl]methanamine